4-fluoro-2-(hydroxymethyl)-2-(methoxymethyl)-1-azabicyclo[2.2.2]Octan-3-one FC12C(C(N(CC1)CC2)(COC)CO)=O